BrC=1C=C(C=CC1)C=1OC(C(N1)=CC=1C(=NN(C1Cl)C1=CC=CC=C1)C)=O 2-(3-bromophenyl)-4-((5-chloro-3-methyl-1-phenyl-1H-pyrazol-4-yl)methylene)oxazol-5(4H)-one